3-(4-((R)-3-(5-amino-9-fluoro-7-methoxy-[1,2,4]triazolo[1,5-c]quinazolin-2-yl)piperidin-1-yl)-3-methyl-1H-pyrazol-1-yl)butan-2-ol NC1=NC=2C(=CC(=CC2C=2N1N=C(N2)[C@H]2CN(CCC2)C=2C(=NN(C2)C(C(C)O)C)C)F)OC